C(=O)N([C@@H](CCCCN)C(=O)O)C1=CC=CC=C1 N-formylphenyl-lysine